BrC1=NC(=C(C(=C1N)Cl)C)C 2-Bromo-4-chloro-5,6-dimethylpyridin-3-amine